tert-butyl 6-methoxy-4-[3-(4-nitrophenyl)-1-oxoprop-2-enyl]-1,2,3,4-tetrahydroquinoxaline-1-carboxylate COC=1C=C2N(CCN(C2=CC1)C(=O)OC(C)(C)C)C(C=CC1=CC=C(C=C1)[N+](=O)[O-])=O